(R)-4-(8-methyl-3-(piperazin-1-yl)-7,8-dihydro-1,6-naphthyridin-6(5H)-yl)pyrazolo[1,5-a]pyridine-7-carbonitrile C[C@@H]1CN(CC=2C=C(C=NC12)N1CCNCC1)C=1C=2N(C(=CC1)C#N)N=CC2